menthene-diamine C1(C(=CC(CC1)C(C)C)N)(C)N